5,6-dihydro-9,10-dimethoxybenzo[g]benzodioxolo[5,6-a]quinolizinium COC1=C(C=CC2=C1C=[N+]1CCC3=C(C1=C2)C=C2C(OCO2)=C3)OC